C(C)C1=C(C(=CC(=C1)CN1CC2CCC(C1)N2S(=O)(=O)C)F)C2=CC=C(C=C2)C(C(F)(F)F)(C(F)(F)F)O 2-(2'-ethyl-6'-fluoro-4'-((8-(methylsulfonyl)-3,8-diazabicyclo[3.2.1]octan-3-yl)methyl)-[1,1'-biphenyl]-4-yl)-1,1,1,3,3,3-hexafluoropropan-2-ol